(1S,2S,4'R,4a'S,7a'S,12b'S)-2-(benzylamino)-3'-(cyclopropylmethyl)-1',2',3',4',5',6'-hexahydro-4a'H,7a'H-spiro[cyclobutane-1,7'-[4,12]methanobenzofuro[3,2-e]isoquinoline]-4a',9'-diol C(C1=CC=CC=C1)N[C@H]1CC[C@@]12[C@H]1[C@@]34CCN([C@@H]([C@@]3(CC2)O)CC2=CC=C(C(=C24)O1)O)CC1CC1